(R)-1-(1-(4-methoxybenzyl)-1H-pyrazol-4-yl)piperidin-3-amine COC1=CC=C(CN2N=CC(=C2)N2C[C@@H](CCC2)N)C=C1